C(C)OC(C(N(CC(C)=O)C(C1=CC=CC=C1)=O)CC)=O ethyl-N-benzoyl-N-(2-oxopropyl)glycine ethyl ester